8-(3-(4-(6-fluorobenzo[d]isoxazol-3-yl)piperidin-1-yl)propoxy)-5,6-dihydro-1H-pyrrolo[3,2,1-ij]quinolin-4(2H)-one tartrate C(=O)(O)C(O)C(O)C(=O)O.FC1=CC2=C(C(=NO2)C2CCN(CC2)CCCOC=2C=C3CCC(N4C3=C(C2)CC4)=O)C=C1